N1=NC(=CC=C1)OC1=CC=C(N)C=C1 4-(pyridazin-3-yloxy)aniline